N[C@H](C(=O)NN=CC1=C(C=CC(=C1)O)O)CO (S)-2-Amino-N'-(2,5-dihydroxybenzylidene)-3-hydroxypropanehydrazide